ethyl α-methyldimethoxysilylpropionate C[Si](C(C(=O)OCC)C)(OC)OC